ClC1=NN(C=C1NC(CSC)=O)C=1C=NC=CC1 N-(3-chloro-1-(pyridin-3-yl)-1H-pyrazol-4-yl)-2-(methylthio)acetamide